1-(8-bromo-6-cyclopropylimidazo[1,2-a]pyridin-2-yl)-2-hydroxyethan-1-one BrC=1C=2N(C=C(C1)C1CC1)C=C(N2)C(CO)=O